(+-)-2,4,7-trimethyl-6-octen-1-ol CC(CO)CC(CC=C(C)C)C